2-(4-chloro-1-isopropyl-1H-pyrazol-5-yl)-4-(3-chloro-4-(6-(ethylamino)pyridazin-3-yl)benzyl)-6,7-dihydropyrazolo[1,5-a]pyrimidin-5(4H)-one ClC=1C=NN(C1C1=NN2C(N(C(CC2)=O)CC2=CC(=C(C=C2)C=2N=NC(=CC2)NCC)Cl)=C1)C(C)C